FC=1C=C(C=[N+](C1C1=CC2=C(N(C(OC2)=O)CC(C(F)(F)F)(F)F)C=N1)[O-])C1(CC1)C#N 1-[5-fluoro-1-oxido-6-[2-oxo-1-(2,2,3,3,3-pentafluoropropyl)-4H-pyrido[3,4-d][1,3]oxazin-6-yl]pyridin-1-ium-3-yl]cyclopropanecarbonitrile